1-tert-butyl-5-[3-(2-methylphenyl)-1,2,4-oxadiazol-5-yl]-1H-1,2,3-benzotriazole C(C)(C)(C)N1N=NC2=C1C=CC(=C2)C2=NC(=NO2)C2=C(C=CC=C2)C